tert-butyl (4-chloro-3-((3-fluoro-5-(1-(4-fluorophenyl)-1H-pyrazol-4-yl)pyridin-2-yl)carbamoyl) phenyl)carbamate ClC1=C(C=C(C=C1)NC(OC(C)(C)C)=O)C(NC1=NC=C(C=C1F)C=1C=NN(C1)C1=CC=C(C=C1)F)=O